ClC1=CC(=C(C(=C1)O)O)C=NC1=CC=C(C=C1)Cl 5-chloro-3-((4-chloro-phenylimino)methyl)-benzene-1,2-diol